NC1=CC=C(C(=O)OC2=CC=C(C=C2)OC(C2=CC=C(C=C2)N)=O)C=C1 1,4-bis(4-Aminobenzoyloxy)Benzene